N1-((3-(bromomethyl)oxetan-3-yl)methyl)-N4-(4,4-difluorocyclohexyl)benzene-1,4-diamine BrCC1(COC1)CNC1=CC=C(C=C1)NC1CCC(CC1)(F)F